C(C)(C)NC(C)=O N-(isopropyl)acetamid